CC1(C2(NC3=CC=CC=C13)OC1=CC=C(C=C1C=C2)[N+](=O)[O-])C 3',3'-Dimethyl-6-nitrospiro[chromene-2,2'-indolin]